ClC1=NC(=NC(=C1C#N)N(C)[C@H](C)C=1C(=NC=CC1)NCC1=CC=C(C=C1)OC)OC[C@]12CCCN2C[C@@H](C1)F 4-chloro-2-(((2R,7aS)-2-fluorotetrahydro-1H-pyrrolizin-7a(5H)-yl)methoxy)-6-(((R)-1-(2-((4-methoxybenzyl)amino)pyridin-3-yl)ethyl)(methyl)amino)pyrimidine-5-carbonitrile